C(C)(C)(C)OC(NC1CSC2=C(NC1=O)C=CC=C2)=O 4-oxo-3,5-dihydro-2H-1,5-benzothiazepine-3-Yl-carbamic acid tert-butyl ester